zirconium calcium lithium oxychloride O(Cl)Cl.[Li].[Ca].[Zr]